1-(2-(1H-indol-3-yl) ethyl)-7-methoxy-2-((tetrahydro-2H-pyran-4-yl) methyl)-1,2,3,4-tetrahydroisoquinolin-6-yl benzenesulfonate C1(=CC=CC=C1)S(=O)(=O)OC=1C=C2CCN(C(C2=CC1OC)CCC1=CNC2=CC=CC=C12)CC1CCOCC1